4-[(3,5-dioxo-1,2,4-oxadiazolidin-2-yl-methyl)]phenoxybut-2-ene O=C1N(OC(N1)=O)CC1=CC=C(OCC=CC)C=C1